(S)-3-(1-(3-([1,1'-biphenyl]-2-ylethynyl)-1H-indazole-5-carbonyl)pyrrolidin-3-yl)-3,4-dihydroquinazolin-2(1H)-one C1(=C(C=CC=C1)C#CC1=NNC2=CC=C(C=C12)C(=O)N1C[C@H](CC1)N1C(NC2=CC=CC=C2C1)=O)C1=CC=CC=C1